1-(2-methylpyridin-3-yl)-5-(hydroxymethyl)-4-(methylamino)-7-(trifluoromethyl)pyrido[2,3-d]pyrimidine CC1=NC=CC=C1N1CN=C(C2=C1N=C(C=C2CO)C(F)(F)F)NC